thieno[2,3-d]oxazole O1C=NC2=C1C=CS2